CC1=CC=C(C=C1)S(=O)(=O)OC1=CC(=C(C(=C1)OC1CCCC1)C(=O)N1CCCC1)OS(=O)(=O)C1=CC=C(C=C1)C 5-(cyclopentyloxy)-4-(pyrrolidine-1-carbonyl)-1,3-phenylene bis(4-methylbenzenesulfonate)